C(C)(C)(C)C=1C=C(N)C=CC1 3-(t-butyl)aniline